O=C1OC2=C(N1)C=C(C=C2)C21CC(C2)(C1)C(=O)OC methyl 3-(2-oxo-2,3-dihydrobenzo[d]oxazol-5-yl)bicyclo[1.1.1]pentane-1-carboxylate